C1=CC=CC=2C3=CC=CC=C3C(C12)COC(=O)NC(C(=O)O)C1CCN(CC1)C1=CC=CC=C1 [(9H-FLUOREN-9-YLMETHOXYCARBONYLAMINO)]-(1-PHENYL-PIPERIDIN-4-YL)-ACETIC ACID